N-[5-(azetidin-3-ylamino)-2,4-dimethyl-phenyl]-2-[3-methyl-5-(1-piperidylsulfonyl)indol-1-yl]propanamide N1CC(C1)NC=1C(=CC(=C(C1)NC(C(C)N1C=C(C2=CC(=CC=C12)S(=O)(=O)N1CCCCC1)C)=O)C)C